FC(C(=O)O)(F)F.CN methanamine trifluoroacetate